4-methylphenylaminophenylboronic acid CC1=CC=C(C=C1)NC1=C(C=CC=C1)B(O)O